Cl.COC(=O)C=1C(N(C=CC1)C(CN)(C)C)=O.FC([Si](C(F)(F)F)(C(F)(F)F)C(C(C(C(C(C(C(C(F)(F)F)(F)F)(F)F)(F)F)(F)F)(F)F)(F)F)(F)F)(F)F perfluorooctyl-trimethylsilane methyl-1-(1-amino-2-methylpropan-2-yl)-2-oxo-1,2-dihydropyridine-3-carboxylate hydrochloride